BrCC(CO)(C)C 3-bromo-2,2-dimethyl-1-propanol